4-(2-fluoro-5-methoxyphenyl)-5-neopentylpyrrolidine-2-carboxamide FC1=C(C=C(C=C1)OC)C1CC(NC1CC(C)(C)C)C(=O)N